Cl.OCC(N)(CO)CO Tris(hydroxymethyl)-aminomethane hydrochloride